C(CCC)C1=CN=C(C(=N1)N1CCC(CC1)C(=O)O)C1=CC=C(C=C1)OC 1-(6-Butyl-3-(4-Methoxyphenyl)Pyrazin-2-yl)Piperidine-4-Carboxylic Acid